N1=CN=C(C2=C1NC=C2)C=2C=NN(C2)C2(CN(C2)C2CCN(CC2)C(C2=CC(=CC=C2)OC(F)(F)F)=O)CC#N (3-[4-(7H-pyrrolo[2,3-d]pyrimidin-4-yl)-1H-pyrazol-1-yl]-1-{1-[3-(trifluoromethoxy)benzoyl]piperidin-4-yl}azetidin-3-yl)acetonitrile